C(C)(C)(C)OC(=O)N1CCN(CC1)C1=CC=C(C=N1)B(O)O 6-(4-(tert-butyloxycarbonyl)piperazin-1-yl)pyridine-3-boronic acid